NC1=NN(C2=C1C(N(C=C2)CC(F)(F)F)=O)CC2CC2 3-Amino-1-(cyclopropylmethyl)-5-(2,2,2-trifluoroethyl)-1,5-dihydro-4H-pyrazolo[4,3-c]pyridin-4-one